BrC1=CC(=C(N)C=C1)C1=NN=NN1 4-bromo-2-(1H-1,2,3,4-tetrazol-5-yl)aniline